C(#N)C1=CC=C(C=C1)C1=C2C(=NN(C1=O)C1=CC3=CN(N=C3C=C1)C)C(=CN2CC2CC2)C#N 4-(4-cyanophenyl)-5-(cyclopropylmethyl)-2-(2-methyl-2H-indazol-5-yl)-3-oxo-3,5-dihydro-2H-pyrrolo[3,2-c]pyridazine-7-carbonitrile